Methyl 2-oxo-1-(piperidin-4-yl)-2,3-dihydro-benzo[d]imidazole-5-carboxylate hydrochloride tert-butyl-4-((4-(methoxycarbonyl)-2-nitrophenyl)amino)piperidine-1-carboxylate C(C)(C)(C)OC(=O)N1CCC(CC1)NC1=C(C=C(C=C1)C(=O)OC)[N+](=O)[O-].Cl.O=C1NC2=C(N1C1CCNCC1)C=CC(=C2)C(=O)OC